FC(C1=CC(=NO1)C(=O)O)(F)F 5-(trifluoromethyl)-isoxazole-3-carboxylic acid